4-(2-(pyrrolidine-1-yl)ethoxy)-5H-pyrido[4,3-b]indole N1(CCCC1)CCOC1=CN=CC2=C1NC=1C=CC=CC21